O=C1NC(CCC1N1C(C2=CC=C(C=C2C1)CNC(=O)NC1=CC=C(C=C1)O[C@H]1C[C@H](CC1)CO)=O)=O 1-((2-(2,6-Dioxopiperidin-3-yl)-1-oxoisoindolin-5-yl)methyl)-3-(4-(((1R,3S)-3-(hydroxymethyl)cyclopentyl)oxy)phenyl)urea